4-(3-methoxy-2,6-dimethylphenyl)-1-methyl-indazole-6-carboxylic acid COC=1C(=C(C(=CC1)C)C1=C2C=NN(C2=CC(=C1)C(=O)O)C)C